C(C(=C)C)(=O)OCCC[Si](OC)(OC)CCC(OC)OC methacryloxypropyldimethoxypropyldimethoxysilane